3-methylpyrrolidine CC1CNCC1